C(CCC)OC(C1=CC=CC=C1)=O butylbenzoate